CC(C(OC1=CC=C(C=N1)C=1N=CC(=NC1)NN)C(F)(F)F)C [5-[6-[2-methyl-1-(trifluoromethyl)propoxy]-3-pyridyl]pyrazin-2-yl]hydrazine